4-Fluoro-N-(2-((2R,3S)-2-methylpiperidin-3-yl)thieno[2,3-b]pyridin-4-yl)benzo[d]thiazol-5-amine FC1=C(C=CC2=C1N=CS2)NC2=C1C(=NC=C2)SC(=C1)[C@@H]1[C@H](NCCC1)C